(R)-1-(6-(aminomethyl)-8-(4-(trifluoromethoxy)phenyl)quinoxalin-5-yl)ethane-1,2-diol NCC=1C(=C2N=CC=NC2=C(C1)C1=CC=C(C=C1)OC(F)(F)F)[C@H](CO)O